Methyl (S)-4-(5-bromo-6-methoxybenzo[d]thiazol-2-yl)-2-methyl-4-oxobutanoate BrC=1C(=CC2=C(N=C(S2)C(C[C@@H](C(=O)OC)C)=O)C1)OC